3-Fluoro-4-methyl-6-(1-methyl-1H-pyrazol-4-yl)isoquinoline FC=1N=CC2=CC=C(C=C2C1C)C=1C=NN(C1)C